C1C(CC1)N (S)-2-cyclobutylamine